O=C1NC(C(N1)(C1=NC=CC=C1)CNC(=O)C1=NN(N=C1)C1=CC=CC=C1)=O N-{[2,5-dioxo-4-(pyridin-2-yl)imidazolidin-4-yl]methyl}-2-phenyl-2H-1,2,3-triazole-4-carboxamide